CC1(C[C@H](C[C@@H]1OCCCCC1=NC=2NCCCC2C=C1)N([C@@H](C(=O)O)C=1C=CC=C2CCO[C@H](C12)C)C)C (R)-2-(((1R,4S)-3,3-dimethyl-4-(4-(5,6,7,8-tetrahydro-1,8-naphthyridin-2-yl)butoxy)cyclopentyl)(methyl)amino)-2-((S)-1-methylisochroman-8-yl)acetic acid